C(#N)N1C(CNC(C1)=O)C(=O)N(C1=CC=C(C=C1)S(F)(F)(F)(F)F)C(C(NC1CCOCC1)=O)C=1C=NC=CC1 1-cyano-5-oxo-N-[2-oxo-1-(3-pyridyl)-2-(tetrahydropyran-4-ylamino)ethyl]-N-[4-(pentafluoro-λ6-sulfanyl)phenyl]piperazine-2-carboxamide